4'-cyano[1,1'-biphenyl]-4-ylboronic acid C(#N)C1=CC=C(C=C1)C1=CC=C(C=C1)B(O)O